N[C@H](CCC(=O)O)C (S)-4-aminopentanoic acid